C(C)N1C=2N=CC=CC2C=2C=CC(=CC2NC1=O)C#N 8-ethyl-9-oxo-6,8,10-triazatricyclo[9.4.0.02,7]pentadeca-1(11),2(7),3,5,12,14-hexaene-13-carbonitrile